3-[Hydroxy-(5-pyrrolidin-1-yl-pyridin-3-yl)-(4-trifluoromethoxy-phenyl)-methyl]-3-methyl-azetidine-1-carboxylic acid tert-butyl ester C(C)(C)(C)OC(=O)N1CC(C1)(C)C(C1=CC=C(C=C1)OC(F)(F)F)(C=1C=NC=C(C1)N1CCCC1)O